N-(4-bromo-2,5-difluorophenyl)-6-cyclopropylpyrazolo[1,5-a]pyridine-3-sulfonamide BrC1=CC(=C(C=C1F)NS(=O)(=O)C=1C=NN2C1C=CC(=C2)C2CC2)F